C(C)OC(C(C)(C)OC1=C(C=C(C=C1C)CN1CCN(CC1)CCC1=CC=C(C=C1)SC)C)=O 2-(2,6-dimethyl-4-((4-(4-(methylthio)phenethyl)piperazin-1-yl)methyl)phenoxy)-2-methylpropanoic acid ethyl ester